NC(CC(=O)N1CC=2N(CC1)C(=NN2)C(F)(F)F)CC2=C(C=C(C(=C2)F)F)F 3-amino-1-[3-(trifluoromethyl)-6,8-dihydro-5H-[1,2,4]triazolo[4,3-a]pyrazin-7-yl]-4-(2,4,5-trifluorophenyl)butan-1-one